NC1=CN=C(C=C1C(=O)O)Br 5-amino-2-bromoisonicotinic acid